O=C1N(CC=2C=C3C(=CC12)C=CC1(O3)CCNCC1)N1C(CCCC1=O)=O (6'-oxo-6',8'-dihydro-7'H-spiro[piperidine-4,2'-pyrano[2,3-f]isoindol]-7'-yl)piperidine-2,6-dione